C(C)(C)(C)OC(=O)N1C[C@@H](N(CC1)C1=C(C(NC=2CNCCC12)=O)[N+](=O)[O-])CO (R)-3-(hydroxymethyl)-4-(3-nitro-2-oxo-1,2,5,6,7,8-hexahydro-1,7-naphthyridin-4-yl)piperazine-1-carboxylic acid tert-butyl ester